secondary hexyl phosphinate [PH2](OC(C)CCCC)=O